tert-Butyl 4-(5-benzoylpyrimidin-2-yl)piperazine-1-carboxylate C(C1=CC=CC=C1)(=O)C=1C=NC(=NC1)N1CCN(CC1)C(=O)OC(C)(C)C